C(C)OC1=C(C=C(C=N1)C1=CC(=C2C(=N1)N=C(N2)C2=CC=C(C=C2)N2CCCCC2)N(C)CC2(CCC2)COC)C(F)(F)F 1-(4-{5-[6-Ethoxy-5-(trifluoromethyl)pyridin-3-yl]-7-[{[1-(methoxymethyl)cyclobutyl]methyl}(methyl)amino]-1H-imidazo[4,5-b]pyridin-2-yl}phenyl)piperidin